C1(=CC=C(C=C1)C1OCCN1CCO)C1OCCN1CCO (±)-2,2'-(1,4-phenylenebis(oxazolidine-2,3-diyl))bis(ethan-1-ol)